NC=1C(=NC=CC1)C(=O)NCCOCCNCC(=O)N1CCN(CC1)C(C1=C(C=CC(=C1)CC1=NNC(C2=CC=CC=C12)=O)F)=O 3-amino-N-[2-[2-[[2-[4-[2-fluoro-5-[(4-oxo-3H-phthalazin-1-yl)methyl]benzoyl]piperazin-1-yl]-2-oxo-ethyl]amino]ethoxy]ethyl]pyridine-2-carboxamide